azobis(2-methyl-4-carboxybutyronitrile) N(=NC(C#N)(CCC(=O)O)C)C(C#N)(CCC(=O)O)C